COC=1C=C(C=CC1OC)C1=CC(=NC=2C3=C(NC(CC21)=O)C=CC=C3)C3=CC=CC=C3 4-(3,4-dimethoxyphenyl)-2-phenyl-5,7-dihydro-6H-benzo[b]pyrido[2,3-d]azepin-6-one